N-(benzenesulfonyl)-6-[3-[2-[1-(trifluoromethyl)cyclopropyl]ethoxy]pyrazol-1-yl]-2-[(4S)-2,4,4-trimethylpyrrolidin-1-yl]pyridine-3-carboxamide C1(=CC=CC=C1)S(=O)(=O)NC(=O)C=1C(=NC(=CC1)N1N=C(C=C1)OCCC1(CC1)C(F)(F)F)N1C(CC(C1)(C)C)C